N-(2-(diethylamino)ethyl)-2-methyl-4-phenyl-1H-pyrrole-3-carboxamide C(C)N(CCNC(=O)C1=C(NC=C1C1=CC=CC=C1)C)CC